CCCC[C@@H]1CO1 (R)-(+)-1,2-epoxyhexane